C(C1=CC=CC=C1)(C1=CC=CC=C1)(C1=CC=CC=C1)O Trityl Alcohol